C1(CC1)C1(CN(CC1)C1=NC=CC2=C1N=C(N=C2)NC2=NC=C(C=C2)N2CC1(C2)CN(C1)CC)C#N 3-cyclopropyl-1-(2-((5-(6-ethyl-2,6-diazaspiro[3.3]heptan-2-yl)pyridin-2-yl)amino)pyrido[3,4-d]pyrimidin-8-yl)pyrrolidine-3-carbonitrile